3-Chloro-2-[(7aR)-5-chloro-1-methyl-1,7,7a,8,9,10,11,13-octahydroimidazo[4,5-g]pyrazino[2,1-c][1,4]benzoxazepin-4-yl]phenol ClC=1C(=C(C=CC1)O)C1=C(C2=C(CN3[C@@H](CO2)CNCC3)C3=C1N=CN3C)Cl